ClC=1C=C(C=CC1O)C=1C=C2C=NN(C2=CC1)C=1C=C(C=NC1)O 5-(5-(3-chloro-4-hydroxyphenyl)-1H-indazol-1-yl)pyridin-3-ol